The molecule is an isocitrate(3-) that is the conjugate base of L-erythro-isocitric acid. It has a role as a fundamental metabolite. It is a conjugate base of a L-erythro-isocitric acid. It is an enantiomer of a D-erythro-isocitrate(3-). C([C@H]([C@H](C(=O)[O-])O)C(=O)[O-])C(=O)[O-]